R-3-hydroxypentan-4-enoate O[C@H](CC(=O)[O-])C=C